tert-butyl (2-(2-(4-(2-(6-((1,4-dioxan-2-yl)methoxy)-3-ethyl-4-hydroxypyridin-2-yl)ethyl)phenoxy)ethoxy)ethyl)carbamate O1C(COCC1)COC1=CC(=C(C(=N1)CCC1=CC=C(OCCOCCNC(OC(C)(C)C)=O)C=C1)CC)O